BrC1=C(C=C(C=C1F)C(F)(F)F)N1C2=CC=CC=C2OC=2C=CC=CC12 10-(2-bromo-3-fluoro-5-trifluoromethylphenyl)-10H-phenoxazine